S1N=NC2=C1C(=CC=C2)N2N=CC(=C2C(F)(F)F)C(=O)NC=2C(=NC(=C(C2)C#N)N2N=CC=N2)C 1-(benzo[d][1,2,3]thiadiazol-7-yl)-N-(5-cyano-2-methyl-6-(2H-1,2,3-triazol-2-yl)pyridin-3-yl)-5-(trifluoromethyl)-1H-pyrazole-4-carboxamide